C12=C(CC[C@@H](C1(C)C)C2)C R-pinene